NC1=NN2C(C=C(C=C2)C=2C=C(C(=NC2)C)C(=O)NCC2=C(C=CC=C2)OCC2CCC2)=N1 5-{2-amino-[1,2,4]triazolo-[1,5-a]pyridin-7-yl}-N-{[2-(cyclobutylmethoxy)-phenyl]-methyl}-2-methyl-pyridine-3-carboxamide